C[C@@H]1CC[C@@H]2[C@@]13C[C@H](C2(C)C)C(=CC3=O)C cedrenone